4-(2,6-difluorobenzyl)-2-(3-fluoro-4-((5-fluoro-2-(2,6-diazaspiro[3.3]heptan-2-yl)pyridin-4-yl)oxy)phenyl)-2,4-dihydro-3H-1,2,4-triazol-3-one FC1=C(CN2C(N(N=C2)C2=CC(=C(C=C2)OC2=CC(=NC=C2F)N2CC3(C2)CNC3)F)=O)C(=CC=C1)F